1-(3,4-dimethylphenyl)-8-methoxy-3-(3-morpholin-4-ylphenyl)-1H-pyrazolo[4,3-c]quinoline CC=1C=C(C=CC1C)N1N=C(C=2C=NC=3C=CC(=CC3C21)OC)C2=CC(=CC=C2)N2CCOCC2